O=C1NC(CCC1N1C(C2=CC=CC(=C2C1=O)CCCCCCN1CCN(CC1)C1=NC=C(C(=O)N2CCC(CC2)CCCCNC(\C=C\C=2C=NC=CC2)=O)C=C1)=O)=O (E)-N-(4-(1-(6-(4-(6-(2-(2,6-dioxopiperidin-3-yl)-1,3-dioxoisoindolin-4-yl)hexyl)piperazin-1-yl)nicotinoyl)piperidin-4-yl)butyl)-3-(pyridin-3-yl)acrylamide